C(C)(C)(C)C=1C=C(C=C(C1O)Cl)C(C)(C)C1=CC(=C(C(=C1)Cl)O)C(C)(C)C 2,2-bis(3-tert-butyl-5-chloro-4-hydroxyphenyl)propane